COC1=CC=C(C=C1)C(OC[C@@H]1[C@H]([C@H]([C@@H](O1)N1C=2N=C(NC(C2N=C1)=O)NC(C(C)C)=O)O)O)(C1=CC=CC=C1)C1=CC=C(C=C1)OC N-[9-[(2R,3R,4S,5R)-5-[[bis(4-methoxyphenyl)-phenyl-methoxy]methyl]-3,4-dihydroxy-tetrahydrofuran-2-yl]-6-oxo-1H-purin-2-yl]-2-methyl-propionamide